2,5-Bis(mercaptomethyl)-1,4-dithiane SCC1SCC(SC1)CS